C(C)(C)(C)OC(=O)N1CCC(C2=CC=CC=C12)N1C2=NC=CN2C2=NC(=NC=C2C1)SC 4-(12-methylsulfanyl-2,5,7,11,13-pentazatricyclo[7.4.0.02,6]tridec-1(13),3,5,9,11-pentaen-7-yl)-3,4-dihydro-2H-quinoline-1-carboxylic acid tert-butyl ester